methyl 1-(((S)-oxetan-2-yl) methyl)-2-((7-(1-phenylethoxy)-3,4-dihydroisoquinolin-2(1H)-yl) methyl)-1H-benzo[d]imidazole-6-carboxylate O1[C@@H](CC1)CN1C(=NC2=C1C=C(C=C2)C(=O)OC)CN2CC1=CC(=CC=C1CC2)OC(C)C2=CC=CC=C2